CC1=NC2=CC=CC=C2C(=N1)N1CCC2=CC(=CC=C12)C1=CC=C(C=C1)C(C)(C)C 2-methyl-4-[5-(4-tert-butylphenyl)-2,3-dihydro-1H-indol-1-yl]quinazoline